methyl ether 3-(7-oxooxepan-2-yl)propanoate O=C1CCCCC(O1)CCC(=O)O.COC